ClC(C(=O)[O-])Cl bischloroacetic acid anion